COC(=O)N1C=NC2=C1C=C(C(=C2)C2=CC=C(C=C2)Cl)C2=CC=C(C=C2)Cl 5,6-bis(4-chlorophenyl)-1H-benzimidazole-1-carboxylic acid methyl ester